FC(CNC=1N=CC2=C(N1)NC=C2C2=CC=1N(C=C2)N=CC1C(=O)NC1CCOCC1)(C)F 5-(2-((2,2-difluoropropyl)amino)-7H-pyrrolo[2,3-d]pyrimidin-5-yl)-N-(tetrahydro-2H-pyran-4-yl)pyrazolo[1,5-a]pyridine-3-carboxamide